2,4-dibromo-5-nitrothiazole BrC=1SC(=C(N1)Br)[N+](=O)[O-]